C(C1=CC=CC=C1)(=O)O[C@@H]1[C@H](O[C@H]([C@@H]1F)N1C=2N=C(NC(C2N=C1)=O)NC(C(C)C)=O)CO (2R,3R,4R,5R)-4-fluoro-2-(hydroxymethyl)-5-(2-isobutyramido-6-oxo-1,6-dihydro-9H-purin-9-yl)tetrahydrofuran-3-yl benzoate